N1N=CC2=CC=CC(=C12)C1=CC=C(N=N1)NC(=O)[C@@]1(CN(CCC1)C#N)F (R)-N-(6-(1H-indazol-7-yl)pyridazin-3-yl)-1-cyano-3-fluoropiperidine-3-carboxamide